tert-butyl (S)-(4-((4-(cyclopropylethynyl)-4-(1,1-difluoroethyl)-2-oxo-1,4-dihydro-2H-benzo[d][1,3]oxazin-7-yl)methyl)pyrimidin-2-yl)carbamate C1(CC1)C#C[C@]1(C2=C(NC(O1)=O)C=C(C=C2)CC2=NC(=NC=C2)NC(OC(C)(C)C)=O)C(C)(F)F